3-[5-[(3,3-Dimethyl-2H-benzofuran-4-yl)oxy]pyrazin-2-yl]-5,5-dimethyl-imidazolidin-2,4-dion CC1(COC2=C1C(=CC=C2)OC=2N=CC(=NC2)N2C(NC(C2=O)(C)C)=O)C